4-bromopentylpropyloxymethyl ether BrC(CCCC(OCCC)OC(CCCC(C)Br)OCCC)C